(R)-N-((S)-5-(6-amino-2-methylpyridin-3-yl)-3-oxopentan-2-yl)-4-(naphthalen-1-yl)piperazine-2-carboxamide NC1=CC=C(C(=N1)C)CCC([C@H](C)NC(=O)[C@@H]1NCCN(C1)C1=CC=CC2=CC=CC=C12)=O